C1CCC12NCCCC2 5-azaspiro[3.5]nonan